5-ethynyl-6-fluoronaphthalen-2-amine 2,2,2-trifluoroacetate formate C(=O)O.FC(C(=O)O)(F)F.C(#C)C1=C2C=CC(=CC2=CC=C1F)N